4-((4-chloro-3-(trifluoromethoxy)phenyl)thio)-1H-1,2,3-triazole-5-carboxylic acid ClC1=C(C=C(C=C1)SC=1N=NNC1C(=O)O)OC(F)(F)F